2-{[(1S)-1-{4-[(4-Acryloylpiperazin-1-yl)methyl]phenyl}ethyl]amino}-8-ethylpyrido[2,3-d]pyrimidin-7(8H)-on C(C=C)(=O)N1CCN(CC1)CC1=CC=C(C=C1)[C@H](C)NC=1N=CC2=C(N1)N(C(C=C2)=O)CC